C(=O)O.C(C)N1C(N(C(C12CCN(CC2)CC2CCOCC2)=O)C2=CC(=CC(=C2)C(F)(F)F)F)=O 1-ethyl-3-(3-fluoro-5-(trifluoromethyl)phenyl)-8-((tetrahydro-2H-pyran-4-yl)methyl)-1,3,8-triazaspiro[4.5]decane-2,4-dione formate